CN(CCN(C1=C(C=C(C(=C1)OC)NC1=NC=NC(=C1)N1OCC[C@@H]1C1=CC(=CC=C1)F)NC(C=C)=O)C)C N-(2-((2-(dimethylamino)ethyl)(methyl)amino)-5-((6-((R)-3-(3-fluorophenyl)isoxazolidine-2-yl)pyrimidine-4-yl)amino)-4-methoxyphenyl)acrylamide